F[C@H]1C[C@H](N2N=C(N=C21)N2N=NC1=C2C=CC=C1)C1=CC=CC=C1 1-[(5S,7S)-7-fluoro-5-phenyl-6,7-dihydro-5H-pyrrolo[1,2-b][1,2,4]triazol-2-yl]benzotriazole